C(N)(OC1(C(N(C(C(C1)C1=CC=CC=C1)C)CCOCCO)=O)C(C)(C)C)=O tert-butyl-[1-[2-(2-hydroxyethoxy) ethyl]-6-methyl-2-oxo-5-phenyl-3-piperidinyl] carbamate